2-(2-(1H-indol-3-yl)ethyl)-4-methyl-5-(pyrrolidin-1-yl)thiazole N1C=C(C2=CC=CC=C12)CCC=1SC(=C(N1)C)N1CCCC1